diglutamic acid amide N[C@@H](CCC(=O)O)C(=O)N.N[C@@H](CCC(=O)O)C(=O)N